N-tert-butyl-4-oxo-1-[2-(propan-2-yloxy)ethyl]-2-sulfanylidene-1H,2H,3H,4H,5H-pyrrolo[3,2-d]pyrimidine-5-carboxamide C(C)(C)(C)NC(=O)N1C=CC=2N(C(NC(C21)=O)=S)CCOC(C)C